NC1=C(C=C(C=C1F)C(CBr)=O)F 1-(4-amino-3,5-difluorophenyl)-2-bromoethan-1-one